C(C)(C)(C)OC(=O)N(CCC(=O)OCC)[C@H](CC#N)C (s)-ethyl 3-((tert-butoxycarbonyl)(1-cyanopropan-2-yl)amino)propanoate